2-(3-(2-aminoethoxy)propanamido)-N-(4-methyl-5-nitrothiazol-2-yl)benzamide NCCOCCC(=O)NC1=C(C(=O)NC=2SC(=C(N2)C)[N+](=O)[O-])C=CC=C1